C1(CC1)C(=O)N1CCC1 1-(cyclopropanecarbonyl)azetidin